isobutyl-7-nitro-1,2,3,4-tetrahydroquinoline C(C(C)C)N1CCCC2=CC=C(C=C12)[N+](=O)[O-]